CN1CCN(CC1)C(CCCCCCCCCCCCCCC)=O 1-(4-methylpiperazin-1-yl)hexadecan-1-one